ClC=1C=C2C=CC(=NC2=CC1)C(=O)NN1CCC(CC1)CNC(OC(C)(C)C)=O tert-butyl ((1-(6-chloroquinoline-2-carboxamido)piperidin-4-yl)methyl)carbamate